O=C1N(C(C=C(N1C1=CC=C(C=C1)C)N(C(CC1=CC=CC=C1)=O)CCCN1CCOCC1)=O)C1=CC=C(C=C1)C N-(2,6-dioxo-1,3-di-p-tolyl-1,2,3,6-tetrahydropyrimidin-4-yl)-N-[3-(morpholin-4-yl)propyl]-2-phenylacetamide